C(C=C)(=O)NCCCC(=O)NCCC=1C=C(C=C(C1)OC)NC=1C(=NC(=C(N1)NC1CCOCC1)CC)C(=O)N 3-((3-(2-(4-acrylamidobutanamido)ethyl)-5-methoxyphenyl)amino)-6-ethyl-5-((tetrahydro-2H-pyran-4-yl)amino)pyrazine-2-carboxamide